BrC=1C=C2C(CCC3(C2=CC1)C(C3C)F)=O 6'-bromo-2-fluoro-3-methyl-2',3'-dihydro-4'H-spiro[cyclopropane-1,1'-naphthalen]-4'-one